Diethyl(difluoromethyl)phosphonate C(C)OP(OCC)(=O)C(F)F